7-hydroxy-3,4-dihydronaphthalen-1(2H)-one OC1=CC=C2CCCC(C2=C1)=O